(1-(4-bromo-3-(4-(2,6-diaminopyrimidin-4-yl)piperazin-2-yl)phenyl)piperidin-4-yl)methanol BrC1=C(C=C(C=C1)N1CCC(CC1)CO)C1NCCN(C1)C1=NC(=NC(=C1)N)N